C(C)(C)(C)OC(=O)NCCC[C@@H](C(=O)O)N1C(C2=CC=CC=C2C1=O)=O (S)-5-((tert-butoxycarbonyl)amino)-2-(1,3-dioxoisoindolin-2-yl)pentanoic acid